The molecule is a non-proteinogenic L-alpha-amino acid that is L-alanine in which the methyl group is replaced by a (2R,5S)-5-methyl-2,5-dihydrofuran-2-yl moiety. It has a role as an antimicrobial agent, a bacterial metabolite and an antibacterial agent. It is a dihydrofuran and a non-proteinogenic L-alpha-amino acid. C[C@H]1C=C[C@@H](O1)[C@@H](C(=O)O)N